4,6,8-naphthalenetricarboxylic acid C1=CC=C(C2=CC(=CC(=C12)C(=O)O)C(=O)O)C(=O)O